3-glycidoxy-propyldimethylethoxysilane C(C1CO1)OCCC[Si](OCC)(C)C